2-(4-(acetoxy)phenyl)-1-p-nitrobenzenesulfonylaziridine C(C)(=O)OC1=CC=C(C=C1)C1N(C1)S(=O)(=O)C1=CC=C(C=C1)[N+](=O)[O-]